2-((4-((6-((4-Chloro-2-fluorophenylthio)methyl)pyridin-2-yl)oxy)piperidin-1-yl)methyl)-1-((1-ethyl-1H-imidazol-5-yl)methyl)-1H-benzo[d]imidazole-6-carboxylic acid ClC1=CC(=C(C=C1)SCC1=CC=CC(=N1)OC1CCN(CC1)CC1=NC2=C(N1CC1=CN=CN1CC)C=C(C=C2)C(=O)O)F